N(O)=C(C(=O)OC)C(=O)OC dimethyl oximinomalonate